(S)-2-(1-acryloylpiperidin-2-yl)-1-amino-4-(4-((4-phenylpyridin-2-yl)carbamoyl)phenyl)-1H-imidazole-5-carboxamide C(C=C)(=O)N1[C@@H](CCCC1)C=1N(C(=C(N1)C1=CC=C(C=C1)C(NC1=NC=CC(=C1)C1=CC=CC=C1)=O)C(=O)N)N